BrC1=C2CCCC2=CC(=C1OC)Cl 4-Bromo-6-chloro-5-methoxy-2,3-dihydro-1H-indene